2,3-difluorocinnamoylguanidine FC1=C(C=CC(=O)NC(=N)N)C=CC=C1F